6,7-diaminoquinoline hydrochloride Cl.NC=1C=C2C=CC=NC2=CC1N